COC(=O)[C@@H]1CN(CC1)CC=1C=NC=CC1 (3S)-1-(pyridin-3-ylmethyl)pyrrolidine-3-carboxylic acid methyl ester